COC(=O)C1CN(CCC1OC)C(=O)OC(C)(C)C 4-methoxypiperidine-1,3-dicarboxylic acid 1-(tert-butyl) 3-methyl ester